(3E)-4-phenylbut-3-enoic acid C1(=CC=CC=C1)/C=C/CC(=O)O